3-Chloropropyltrimethoxysilane benzyl-[6-({2-[(α-D-mannopyranosyl)oxy]ethyl}amino)-6-oxohexyl]carbamate C(C1=CC=CC=C1)N(C(O)=O)CCCCCC(=O)NCCO[C@@H]1[C@@H](O)[C@@H](O)[C@H](O)[C@H](O1)CO.ClCCC[Si](OC)(OC)OC